5-CHLORO-3-ETHYL-1-PROPYL-1H-PYRAZOLE-4-CARBALDEHYDE ClC1=C(C(=NN1CCC)CC)C=O